(((1S,2S)-2-amino-4,4-dimethylcyclopentyl)oxy)isobenzofuran-1(3H)-one N[C@@H]1[C@H](CC(C1)(C)C)OC1OC(C2=CC=CC=C12)=O